ClC=1C=C(N)C=CC1C=1N=NNN1 3-chloro-4-(2H-tetrazol-5-yl)aniline